BrCC(=O)C1=NC(=C(C(=O)NC)C=C1)Cl 6-(2-bromoacetyl)-2-chloro-N-methylnicotinamide